C(C)(C)(C)S(=O)N[C@@H]1[C@@H](OCC12CCN(CC2)C=2N=CC(=NC2)SCCC(=O)OCC(CCCC)CC)C 2-Ethylhexyl 3-((5-((3S,4S)-4-((tert-butylsulfinyl)amino)-3-methyl-2-oxa-8-azaspiro[4.5]decane-8-yl)pyrazine-2-yl)thio)propanoate